(6R,8aS)-6-(8-Amino-1-{2-methoxy-4-[(1S)-2,2,2-trifluoro-1-hydroxy-1-phenylethyl]phenyl}-imidazo[1,5-a]pyrazin-3-yl)hexahydroindolizin-3(2H)-on NC=1C=2N(C=CN1)C(=NC2C2=C(C=C(C=C2)[C@](C(F)(F)F)(C2=CC=CC=C2)O)OC)[C@H]2CN1C(CC[C@@H]1CC2)=O